(4R,5S,7R,8R,9S,10R)-4-(benzylamino)-7-(hydroxymethyl)-9-(4-(3,4,5-trifluorophenyl)-1H-1,2,3-triazol-1-yl)-1,6-dioxaspiro[4.5]decan-8,10-diol C(C1=CC=CC=C1)N[C@@H]1CCO[C@]12O[C@@H]([C@@H]([C@@H]([C@H]2O)N2N=NC(=C2)C2=CC(=C(C(=C2)F)F)F)O)CO